CCCCC\C=C/C\C=C/CCCCCCCCC(CCCCCCCC\C=C/C\C=C/CCCCC)OCCCN(C)C 3-(((6Z,9Z,28Z,31Z)-Heptatriaconta-6,9,28,31-tetraen-19-yl)oxy)-N,N-dimethylpropan-1-amin